3-[dibutyl(methyl)ammonio]propyl-N(1),N(3)-dimethyl-1,3-propanediaminium triiodide [I-].[I-].[I-].C(CCC)[N+](CCCC(CC[NH2+]C)[NH2+]C)(C)CCCC